CN(C=1C=C2SC3=CC(C=CC3=NC2=CC1CCCCCCCCCCCCCCCC)=O)C 7-(Dimethylamino)-8-hexadecyl-3H-phenothiazin-3-one